C(C)(C)OC1=C(C=C(C=C1)/C=C/C(=O)N1CCNCC1)OC (E)-3-(4-isopropoxy-3-methoxyphenyl)-1-(piperazin-1-yl)prop-2-en-1-one